BrC1=NN2C(N(C(C(C2)C)=O)COCC[Si](C)(C)C)=C1 2-bromo-6-methyl-4-((2-(trimethylsilyl)ethoxy)methyl)-6,7-dihydropyrazolo[1,5-a]pyrimidin-5(4H)-one